CC1=NOC(=C1)CC(=O)NC1=NNC(=C1)[C@@H]1C[C@@H](CC1)OC=1C=NC=C(C1)C 2-(3-methylisoxazol-5-yl)-N-(5-((1S,3R)-3-((5-methylpyridin-3-yl)oxy)cyclopentyl)-1H-pyrazol-3-yl)acetamide